BrC=1C=C(C=CC1)[C@@H](C)NC=1C2=C(N=C(N1)C)C=NC(=N2)OCC N-[(1R)-1-(3-bromophenyl)ethyl]-6-ethoxy-2-methylpyrimido[5,4-d]pyrimidin-4-amine